1-isopropyl-4-(2,3,5-trifluorophenyl)-1,3-benzodiazole-2-carboxylic acid C(C)(C)N1C(=NC2=C1C=CC=C2C2=C(C(=CC(=C2)F)F)F)C(=O)O